ClC=1C=C(C(=O)NC2=CC=C(C=C2)[C@@H]2CNCCO2)C=CN1 |r| (RS)-2-Chloro-N-(4-(morpholin-2-yl)-phenyl)-isonicotinamid